CC1=CC[C@@H](CC1)C(C)C (+)-p-menth-1-ene